3-(5-chloro-3-methyl-4-nitro-1H-pyrazol-1-yl)cyclobutan-1-one ClC1=C(C(=NN1C1CC(C1)=O)C)[N+](=O)[O-]